FC1=CC=C(C=C1)N1N=C(C2=CC=CC=C2C1=O)C=1C=C(C=CC1)NS(=O)(=O)CC N-(3-(3-(4-Fluorophenyl)-4-oxo-3,4-dihydrophthalazin-1-yl)phenyl)ethanesulfonamide